CC=1N(C(C2=C(N1)C(=NC(=N2)N2CC(OCC2)C2=CC(=NC=C2)C)C2=C(C=C(C(=C2)F)F)F)=O)C 2,3-dimethyl-6-(2-(2-methylpyridin-4-yl)morpholino)-8-(2,4,5-trifluorophenyl)pyrimido[5,4-d]pyrimidin-4(3H)-one